3-(1-oxo-5-(((1R,2S)-2-(((tetrahydro-2H-pyran-4-yl)methyl)amino)cyclohexyl)oxy)isoindolin-2-yl)piperidine-2,6-dione O=C1N(CC2=CC(=CC=C12)O[C@H]1[C@H](CCCC1)NCC1CCOCC1)C1C(NC(CC1)=O)=O